COC1=NC=C(C(=N1)OC)C1=NC=2N(C(=C1)N1CC(CC1)(C)C)N=CN2 5-(2,4-dimethoxypyrimidin-5-yl)-7-(3,3-dimethylpyrrolidin-1-yl)-[1,2,4]triazolo[1,5-a]pyrimidine